6-(5-(4-((1-acetylpiperidin-4-yl)oxy)-3-((dimethylamino)methyl)phenyl)-2-amino-6-fluoropyridin-3-yl)-3,4-dihydroisoquinolin-1(2H)-one C(C)(=O)N1CCC(CC1)OC1=C(C=C(C=C1)C=1C=C(C(=NC1F)N)C=1C=C2CCNC(C2=CC1)=O)CN(C)C